C(=C)C1CCC(CC1)C1CCC(CC1)CCCCC 4-vinyl-4'-pentylbicyclohexane